6-(2-fluoro-6-methoxyphenyl)pyrazolo(1,5-a)pyridine-3,5-dicarboxylic acid dimethyl ester COC(=O)C=1C=NN2C1C=C(C(=C2)C2=C(C=CC=C2OC)F)C(=O)OC